N1C=NCC1=O 4,5-dihydro-1H-imidazol-5-one